C(C)C1=CC2=C(N=C(N=C2C(C)NC2=C(C(=O)O)C=CC=C2)C)C=2N1C=NC2C 2-((1-(6-ethyl-2,10-dimethylimidazo[1',5':1,2]pyrido[3,4-d]pyrimidin-4-yl)ethyl)amino)benzoic acid